OC1=CC=CC=2C(C3=C(C=CC=C3C(C12)=O)O)=O 1,5-dihydroxyanthraquinone